ClC1=NC(=CC(=N1)Cl)Cl 2,4,6-trichloro-pyrimidine